C(C)OC(=O)C1(CC1)C(C)=O 1-acetylcyclopropanecarboxylic acid ethyl ester